(S)-1-(6-bromo-5-fluoro-1-neopentyl-1H-indol-3-yl)-2,2,2-trifluoroethanamine BrC1=C(C=C2C(=CN(C2=C1)CC(C)(C)C)[C@@H](C(F)(F)F)N)F